4-Hydrazinyl-3-methyl-1H-indazole N(N)C1=C2C(=NNC2=CC=C1)C